1,3-bis(1-(3-ethoxypropoxy)prop-1-en-2-yl)benzene C(C)OCCCOC=C(C)C1=CC(=CC=C1)C(=COCCCOCC)C